FC1=C(C=C(C=C1)OCCN1CCOCC1)C1=NC=CC2=C1N=C(N=C2)NC=2C=NC(=CC2)N2CCOCC2 8-(2-fluoro-5-(2-morpholinoethoxy)phenyl)-N-(6-morpholinopyridin-3-yl)pyrido[3,4-d]pyrimidin-2-amine